Methyl (1R,3S,4R,6S)-4-[[(benzyloxy)carbonyl]amino]-7-oxabicyclo[4.1.0]heptane-3-carboxylate C(C1=CC=CC=C1)OC(=O)N[C@H]1[C@H](C[C@H]2O[C@H]2C1)C(=O)OC